tert-butyl 4-{[2-butyl-7-(1-methylhexahydropyridin-4-yl)-4-(tert-butylamino) thieno[3,2-b]imidazo[4,5-d]pyridin-1-yl]methyl}hexahydropyridine-1-carboxylate C(CCC)C1=NC=2C(=C3C(=NC2NC(C)(C)C)C=C(S3)C3CCN(CC3)C)N1CC1CCN(CC1)C(=O)OC(C)(C)C